O=C1NC(CCC1N1C(C2=CC=C(C=C2C1)N1CCN(CC1)CC1CCN(CC1)CCCC(=O)OC(C)(C)C)=O)=O tert-butyl 4-(4-((4-(2-(2,6-dioxopiperidin-3-yl)-1-oxoisoindolin-5-yl)piperazin-1-yl)methyl)piperidin-1-yl)butanoate